2-(difluoromethoxy)-4-[6-(2,2-dihydroxy-1,1-dimethyl-ethoxy)pyrazolo[1,5-a]pyridin-3-yl]-N-[(1R,2S)-2-fluorocyclopropyl]-6-methoxy-benzamide FC(OC1=C(C(=O)N[C@H]2[C@H](C2)F)C(=CC(=C1)C=1C=NN2C1C=CC(=C2)OC(C(O)O)(C)C)OC)F